N[C@@H](CCCCN)C(=O)[O-].C[N+](CCCCCC)(C)C trimethylhexylammonium lysine salt